[Ca].[Li] Lithium-Calcium